2-Bromo-6,6-dimethyl-5-(2-morpholinoethyl)-5,6-dihydro-4H-thieno[2,3-c]pyrrol-4-one Hydrobromide Br.BrC1=CC2=C(C(N(C2=O)CCN2CCOCC2)(C)C)S1